CC1=C(C=CC(=N1)C(C)C1CC2(CNC2)C1)C(F)(F)F 6-(1-(6-methyl-5-(trifluoromethyl)pyridin-2-yl)ethyl)-2-azaspiro[3.3]Heptane